O=C1NC(CCC1NC1=CC=C(C=C1)C1CCN(CC1)C(CCCCCC(=O)O)=O)=O 7-[4-[4-[(2,6-dioxo-3-piperidyl)amino]phenyl]-1-piperidyl]-7-oxo-heptanoic acid